FC(=C(C(C(C(C(F)(F)F)(F)F)(F)F)(F)F)F)F Perfluorohexen